1,1-bis-t-butylperoxy-3,3,5-trimethylcyclohexane C(C)(C)(C)OOC1(CC(CC(C1)C)(C)C)OOC(C)(C)C